1-{[3-(2-chlorophenyl)-2-(2,4-difluoro-phenyl)oxiran-2-yl]methyl}-1H-1,2,4-triazol-5-yl thiocyanate ClC1=C(C=CC=C1)C1C(O1)(C1=C(C=C(C=C1)F)F)CN1N=CN=C1SC#N